N-((2S)-1-(3-(2-(5-fluoro-2-methoxyphenyl)-2-hydroxyethyl)-5-((E)-1-(isopropoxyimino)ethyl)-2,6-dioxo-3,6-dihydropyrimidin-1(2H)-yl)propan-2-yl)isobutyramide FC=1C=CC(=C(C1)C(CN1C(N(C(C(=C1)/C(/C)=N/OC(C)C)=O)C[C@H](C)NC(C(C)C)=O)=O)O)OC